CC=1N(C2=CC=CC=C2C1C(=O)NCC=1C(NC(=CC1SC)C)=O)CC1CCC(CC1)NC1COC1 2-methyl-N-((6-methyl-4-(methylthio)-2-oxo-1,2-dihydropyridin-3-yl)methyl)-1-((4-(oxetan-3-ylamino)cyclohexyl)methyl)-1H-indole-3-carboxamide